ClC1=CC(=NC(=N1)C(C)(F)F)N1C=C(C=2C=NC(=CC21)NC(C)=O)CC N-(1-(6-chloro-2-(1,1-difluoroethyl)pyrimidin-4-yl)-3-ethyl-1H-pyrrolo[3,2-c]pyridin-6-yl)acetamide